NC1=CC=CC(=N1)S(=O)(=O)NC(=O)C=1C(=NC=C(C1)C1=CC(=C(C=C1)OCCC)C)N1C(CC(C1)C)(C)C N-[(6-Amino-2-pyridyl)sulfonyl]-5-(3-methyl-4-propoxyphenyl)-2-(2,2,4-trimethylpyrrolidin-1-yl)pyridin-3-carboxamid